3-(((2R,3R,4R,5R,6R)-3-acetamido-4,5-dihydroxy-6-(hydroxymethyl)tetrahydro-2H-pyran-2-yl)thio)-N-(5-aminopentyl)propenamide C(C)(=O)N[C@H]1[C@H](O[C@@H]([C@@H]([C@@H]1O)O)CO)SC=CC(=O)NCCCCCN